N-methacrylamidopropyl-N,N-dimethylammonium C(C(=C)C)(=O)NCCC[NH+](C)C